(R)-1-(4-((4-Amino-5-(2-methyl-3-(2,2,2-trifluoroethyl)-3H-imidazo[4,5-b]pyridin-5-yl)pyrrolo[2,1-f][1,2,4]triazin-2-yl)amino)-3,3-difluoropiperidin-1-yl)ethan-1-one NC1=NC(=NN2C1=C(C=C2)C2=CC=C1C(=N2)N(C(=N1)C)CC(F)(F)F)N[C@H]1C(CN(CC1)C(C)=O)(F)F